N-[[6-(3-Aminopropylamino)-2-pyridyl]sulfonyl]-6-methyl-2-(2,4,6-trimethylphenoxy)pyridin-3-carboxamid NCCCNC1=CC=CC(=N1)S(=O)(=O)NC(=O)C=1C(=NC(=CC1)C)OC1=C(C=C(C=C1C)C)C